ClC=1C(=NC=C(C1)NC(C1=C(C=C(C(=C1)F)C1=C(C=NC=C1)C#C)Cl)=O)C(=O)NCCC 3-chloro-5-(2-chloro-4-(3-ethynylpyridin-4-yl)-5-fluorobenzamido)-N-propylpicolinamide